8-isopropyl-2-methyl-6-(4,4,5,5-tetramethyl-1,3,2-dioxaborolan-2-yl)imidazo[1,2-b]pyridazine C(C)(C)C=1C=2N(N=C(C1)B1OC(C(O1)(C)C)(C)C)C=C(N2)C